N1C=NC2=C1C=CC=C2CNCCC=2SC=C(N2)C(=O)NCC2=NC=CC=C2F 2-{2-[(1H-1,3-Benzodiazol-4-ylmethyl)amino]ethyl}-N-[(3-fluoropyridin-2-yl)methyl]-1,3-thiazole-4-carboxamide